ClPCl dichlorophosphine